6-chloro-4-methoxypyridin-2-amine ClC1=CC(=CC(=N1)N)OC